ClC=1C=CC=C2C(=NC(=NC12)N)C=1N=NN(C1)CC1=CC=NN1C(C)C 8-chloro-4-(1-{[1-(propan-2-yl)-1H-pyrazol-5-yl]methyl}-1H-1,2,3-triazol-4-yl)quinazolin-2-amine